BrC1=C(C2=CC=CC3=CC=CC1=C23)Br 1,2-dibromoacenaphthylene